COC(=CC)OC dimethyloxypropylene